CNC1CN(C1)C(=O)OC(C)(C)C tert-butyl 3-(methylamino)azetidine-1-carboxylate